perfluoro(3,7-dimethyloctanoic acid) FC(C(=O)O)(C(C(C(C(C(C(F)(F)F)(C(F)(F)F)F)(F)F)(F)F)(F)F)(C(F)(F)F)F)F